4-dimethylaminoethyl-[1,3]Dioxolane CN(C)CCC1OCOC1